N-(2,4-dimethyl-5-nitrophenyl)-4-(trifluoromethyl)picolinamide CC1=C(C=C(C(=C1)C)[N+](=O)[O-])NC(C1=NC=CC(=C1)C(F)(F)F)=O